ClC1=CNC=2N=C(C=C(C21)NCC)NC2=C(C=C(C=C2)S(=O)(=O)N2C(CCCC2)N2CCOCC2)OC 3-chloro-N4-ethyl-N6-(2-methoxy-4-((morpholinopiperidin-1-yl)sulfonyl)phenyl)-1H-pyrrolo[2,3-b]pyridine-4,6-diamine